10-methyl-9-phenylacridine iodide salt [I-].CN1C=2C=CC=CC2C(C2=CC=CC=C12)C1=CC=CC=C1